C1(CCCCC1)C=1C=C(SC1)C1(CC1)C=1NC(C=2CNCCCC2N1)=O 2-(1-(4-cyclohexylthiophen-2-yl)cyclopropyl)-3,5,6,7,8,9-hexahydro-4H-pyrimido[5,4-c]azepin-4-one